4-((2-methoxy-3-(1-methyl-1H-1,2,4-triazol-3-yl)phenyl)amino)-N-methylpyrrolo[1,2-b]pyridazine-3-carboxamide COC1=C(C=CC=C1C1=NN(C=N1)C)NC=1C=2N(N=CC1C(=O)NC)C=CC2